(+/-)-N-[(3R,4S)-3-fluoro-1-methylpiperidin-4-yl]-2-(5-{[(4-methanesulfonyl-2-methoxyphenyl)amino]methyl}-1,3,4-oxadiazol-2-yl)-1-(2,2,2-trifluoroethyl)-1H-indol-4-amine F[C@@H]1CN(CC[C@@H]1NC=1C=2C=C(N(C2C=CC1)CC(F)(F)F)C=1OC(=NN1)CNC1=C(C=C(C=C1)S(=O)(=O)C)OC)C |r|